(2e,4e)-5-(benzo[d][1,3]dioxol-5-yl)-1-(4-(2,4-difluorophenyl)piperazin-1-yl)penta-2,4-dien-1-one O1COC2=C1C=CC(=C2)/C=C/C=C/C(=O)N2CCN(CC2)C2=C(C=C(C=C2)F)F